COC=1C=C(C=C(C1OC)OC)N1C=NC(=C1)NC=1C2=C(N=C(N1)N1[C@H](CCC1)C(=O)N)NC=C2 (R)-1-(4-((1-(3,4,5-trimethoxyphenyl)-1H-imidazol-4-yl)amino)-7H-pyrrolo[2,3-d]pyrimidin-2-yl)pyrrolidine-2-carboxamide